tert-Butyl 3-(4-bromo-3-cyanophenyl)-3,8-diazabicyclo[3.2.1]octane-8-carboxylate BrC1=C(C=C(C=C1)N1CC2CCC(C1)N2C(=O)OC(C)(C)C)C#N